C(CC)N1C(NC2(C1=O)COC1=C2C=CC=C1)=O 3'-propyl-spiro[2H-benzofuran-3,5'-imidazolidine]-2',4'-dione